tert-butyl [(3S)-1-(4-{[(1H-benzimidazol-2-yl)methyl]amino}-8-bromopyrazolo[1,5-a][1,3,5]triazin-2-yl)pyrrolidin-3-yl]carbamate N1C(=NC2=C1C=CC=C2)CNC2=NC(=NC=1N2N=CC1Br)N1C[C@H](CC1)NC(OC(C)(C)C)=O